3-(9-((4-(aminomethyl)-2,6-dimethylphenyl)carbamoyl)-4,5-dihydrobenzo[b]thieno[2,3-d]oxepin-8-yl)-6-((3,3,3-trifluoropropyl)carbamoyl)picolinic acid NCC1=CC(=C(C(=C1)C)NC(=O)C1=CC2=C(OCCC3=C2SC=C3)C=C1C=1C(=NC(=CC1)C(NCCC(F)(F)F)=O)C(=O)O)C